N-(3-(2-chloro-5-fluorophenyl)-7-(methoxymethyl)-1-oxo-2,3-dihydro-1H-pyrrolo[3,4-f]quinolin-4-yl)-3-hydroxy-3-(trifluoromethyl)indole-2,2-d2-1-carboxamide ClC1=C(C=C(C=C1)F)C1NC(C2=C3C=CC(=NC3=CC(=C21)NC(=O)N2C(C(C1=CC=CC=C21)(C(F)(F)F)O)([2H])[2H])COC)=O